5-chloro-N-[(1S)-3-(cyclopropylamino)-2,3-dioxo-1-[[(3S)-2-oxopyrrolidin-3-yl]methyl]propyl]-2-[[1-(2,2,2-trifluoroethyl)cyclopropanecarbonyl]amino]benzamide ClC=1C=CC(=C(C(=O)N[C@H](C(C(=O)NC2CC2)=O)C[C@H]2C(NCC2)=O)C1)NC(=O)C1(CC1)CC(F)(F)F